F[P-](F)(F)(F)(F)F.C(CCC)[N+](CCCC)(CCCC)CCCC Tetra-butylammonium hexafluorophosphate